5-(2-methoxyphenyl)pyrazine-2-carboxylic acid COC1=C(C=CC=C1)C=1N=CC(=NC1)C(=O)O